p-dichlorobenzene iron salt [Fe].ClC1=CC=C(C=C1)Cl